FC1=CN=C2C=3C(=NC(=NC13)OC[C@]13CCCN3C[C@@H](C1)F)N(CC1(COC1)CO2)C 4-fluoro-2-(((2R,7aS)-2-fluorotetrahydro-1H-pyrrolizin-7a(5H)-yl)methoxy)-11-methyl-10,11-dihydro-8H-7-oxa-1,3,6,11-tetraazaspiro[cycloocta[de]naphthalene-9,3'-oxetan]